methyl 11-oxo-10,11-dihydrodibenzo[b,f][1,4]thiazepine-8-carboxylate 5,5-dioxide O=C1NC2=C(S(C3=C1C=CC=C3)(=O)=O)C=CC(=C2)C(=O)OC